C(C=C)N1C=NC2=CC=CC=C2C1=O 3-allyl-4-quinazolinone